1,19-bis(7-benzo[c]acridinyl)nonadecane C1=CC=CC=2C=CC=3C(=C4C=CC=CC4=NC3C21)CCCCCCCCCCCCCCCCCCCC2=C1C=CC=CC1=NC=1C3=C(C=CC21)C=CC=C3